butyl-4-hydroxypyrazolidine C(CCC)N1NCC(C1)O